ClC=1C=C(CC2(CC2)OC(=O)N[C@H](C(=O)N[C@H](C(=O)OC)C[C@H]2C(NCC2)=O)CC(C)C)C=CC1 methyl (S)-2-((S)-2-(((1-(3-chlorobenzyl) cyclopropoxy) carbonyl) amino)-4-methylpentanamido)-3-((S)-2-oxopyrrolidin-3-yl)propanoate